Cl.Cl.C(C)N1C(=NC2=C1C=C1C(=C2)OCCO1)CCN 2-(1-ethyl-6,7-dihydro-1H-[1,4]dioxino[2',3':4,5]benzo[1,2-d]imidazol-2-yl)ethan-1-amine dihydrochloride